3-[(6,7-Dihydroxy-5-nitro-naphthalin-2-carbonyl)-ethyl-amino]propylacetat OC=1C(=C2C=CC(=CC2=CC1O)C(=O)N(CCCOC(C)=O)CC)[N+](=O)[O-]